FC(C1=CC(=NC(=C1)C1=CC=CC=C1)C1=CC=CC=C1)F 4-(difluoromethyl)-2,6-diphenylpyridine